4-(2,3-Dihydrobenzo-furan-5-yl)-5-(pyridin-4-yl)-1H-imidazol-2-amine O1CCC2=C1C=CC(=C2)C=2N=C(NC2C2=CC=NC=C2)N